FC1(CC(CC1)C1=NC2=NC=NC(=C2N1)NC(CC1=CC(=CC(=C1)C=1C=NN(C1)C)F)=O)F N-(8-(3,3-difluorocyclopentyl)-7H-purin-6-yl)-2-(3-fluoro-5-(1-methyl-1H-pyrazole-4-yl)phenyl)acetamide